C(C1=CC=CC=C1)NC(NC=1C=CC(=C(C(=O)N[C@H](C)C2=CC=CC3=CC=CC=C23)C1)C)=O (R)-5-(3-benzylureido)-2-methyl-N-(1-(naphthalen-1-yl)ethyl)benzamide